The molecule is a hydroxyisoflavanone that is 2,3-dihydrogenistein with a hydroxy substituent at position 2. It derives from a genistein. It is a conjugate acid of a 2-hydroxy-2,3-dihydrogenistein-7-olate. C1=CC(=CC=C1C2C(OC3=CC(=CC(=C3C2=O)O)O)O)O